2,3-dihydro-1H-pyrrolo[3,2-d]Pyrimidin-4(5H)-one N1CNC(C2=C1C=CN2)=O